ClC=1C=C(C=C(C1)NS(=O)(=O)C)NC(=O)C=1NN=C(C1)C1=NC=C(C=C1OCC1=CC(=CC(=C1)S(=O)(=O)C)F)F N-(3-chloro-5-methanesulfonamidophenyl)-5-{5-fluoro-3-[(3-fluoro-5-methanesulfonylphenyl)methoxy]pyridin-2-yl}-2H-pyrazole-3-carboxamide